ClC1=C2C(N(C(NC2=CC(=C1)CN1CCN(CC1)C=1C=CC(=NC1C)C(=O)NCC)=O)CC)=O 5-(4-((5-chloro-3-ethyl-2,4-dioxo-1,2,3,4-tetrahydroquinazolin-7-yl)methyl)piperazin-1-yl)-N-ethyl-6-methylpyridineamide